((1-morpholinocyclopentyl)methyl)benzamide O1CCN(CC1)C1(CCCC1)CC1=C(C(=O)N)C=CC=C1